C(C=C)ON(S(=O)(=O)C1=C(C=CC=C1)[N+](=O)[O-])C1C(=CC(N(C1)C(=O)[O-])CO)C 5-(N-(allyloxy)-2-nitrophenylsulfonamido)-2-(hydroxymethyl)-4-methyl-5,6-dihydropyridine-1(2H)-carboxylate